C1(CC1)C1=C(OC2=CC=C(C(=C2C(=O)NC2=CC(=C(C=C2)F)C(NO)=O)F)C(F)(F)F)C=CC(=C1)OC(F)(F)F 6-(2-cyclopropyl-4-(trifluoromethoxy)phenoxy)-2-fluoro-N-(4-fluoro-3-(N-hydroxycarbamoyl)phenyl)-3-trifluoromethylbenzamide